ClC=1N=NC=CC1C(=O)N chloro-pyridazine-4-carboxamide